trans-4-Octene CCC\C=C\CCC